2-(4-vinylphenyl)acetonitrile C(=C)C1=CC=C(C=C1)CC#N